5-(3-(2-fluoroethyl)-2-methyl-3H-imidazo[4,5-b]pyridin-5-yl)-N-(2-azaspiro[3.3]heptan-6-yl)pyrrolo[2,1-f][1,2,4]triazin-2-amine FCCN1C(=NC=2C1=NC(=CC2)C=2C=CN1N=C(N=CC12)NC1CC2(CNC2)C1)C